glutamine valerate C(CCCC)(=O)O.N[C@@H](CCC(N)=O)C(=O)O